methyl-[1,2,4]triazolo[1,5-a]pyridine-7-sulfonamide CC1=NN2C(C=C(C=C2)S(=O)(=O)N)=N1